O=C1NC(CCC1N1C(N(C2=C1C=CC(=C2)C2CCN(CC2)CC2CCN(CC2)C(=O)OC(C)(C)C)C)=O)=O tert-butyl 4-((4-(1-(2,6-dioxopiperidin-3-yl)-3-methyl-2-oxo-2,3-dihydro-1H-benzo[d]imidazol-5-yl) piperidin-1-yl)methyl)piperidine-1-carboxylate